C1(=CC=C(C=C1)N(CCO)CCO)C N-(p-tolyl)-diethanolamine